N-[4-amino-1-(2-trimethylsilylethoxymethyl)pyrazolo[4,3-c]pyridin-7-yl]-N'-[(4-fluorophenyl)methyl]-N'-[(3-methyl-2-pyridyl)methyl]oxamide NC1=NC=C(C2=C1C=NN2COCC[Si](C)(C)C)NC(=O)C(=O)N(CC2=NC=CC=C2C)CC2=CC=C(C=C2)F